FC=1C(N(C2=CC=C(C=C2C1)S(=O)(=O)NC1=NOC=C1)C1=C(C=C(C(=C1)F)OCC(F)(F)F)OC)=O (P)-3-fluoro-1-(5-fluoro-2-methoxy-4-(2,2,2-trifluoroethoxy)phenyl)-N-(isoxazol-3-yl)-2-oxo-1,2-dihydroquinoline-6-sulfonamide